COC(C1=CC(=CC=C1)C=1C=NN(C1F)COCC[Si](C)(C)C)=O 3-(5-fluoro-1-((2-(trimethylsilyl)ethoxy)methyl)-1H-pyrazol-4-yl)benzoic acid methyl ester